C(C)OC(CNC(=O)C=1SC=C(C1)C)OCC N-(2,2-diethoxyethyl)-4-methylthiophene-2-carboxamide